NCCC=1C(OC2=CC(=CC=C2C1)NC1=CC=C(C=C1)N1CCC(CC1)C(F)(F)F)=O 3-(2-aminoethyl)-7-((4-(4-(trifluoromethyl)piperidin-1-yl)phenyl)amino)-2H-chromen-2-one